FC1(C2CNCC1C2)F 6,6-difluoro-3-azabicyclo[3.1.1]heptane